C1(=CC=CC=C1)C1=CC=CC=2C=CNC3=C(C21)C=CC=C3 11-phenyl-dibenzazepine